Methyl 2-bromo-5-isobutylthiazole-4-carboxylate BrC=1SC(=C(N1)C(=O)OC)CC(C)C